5-[5-[(1R)-1-(3,5-dichloro-4-pyridyl)ethoxy]-1H-indazol-3-yl]-3-(trifluoro-methoxy)pyridin-2-amine ClC=1C=NC=C(C1[C@@H](C)OC=1C=C2C(=NNC2=CC1)C=1C=C(C(=NC1)N)OC(F)(F)F)Cl